2-(2-fluoro-3,4-dihydroxy-5-methoxyphenyl)-N-[(1-fluorocyclopropyl)methyl]-1-(3-methyloxetan-3-yl)-1H-1,3-benzodiazole-6-carboxamide FC1=C(C=C(C(=C1O)O)OC)C1=NC2=C(N1C1(COC1)C)C=C(C=C2)C(=O)NCC2(CC2)F